2-(1-(2-(benzyloxy)ethyl)-1H-pyrazol-4-yl)-N-(8-chloro-7-fluoro-6-(4-methylpyridin-3-yl)isoquinolin-3-yl)-3-methylcyclopropanecarboxamide C(C1=CC=CC=C1)OCCN1N=CC(=C1)C1C(C1C)C(=O)NC=1N=CC2=C(C(=C(C=C2C1)C=1C=NC=CC1C)F)Cl